2-iodocyclopentane-1,3-dione IC1C(CCC1=O)=O